C1(CC1)N1[C@@H]([C@@H](CC1)NS(=O)(=O)C1=CC=C(C=C1)OC(F)(F)F)C1=CC(=C(C=C1)F)F N-((2R,3R)-1-cyclopropyl-2-(3,4-difluorophenyl)pyrrolidin-3-yl)-4-(trifluoromethoxy)benzenesulfonamide